2-(2-thienyl-methyl-carbamoyl-amino)ethyl-ammonium chloride [Cl-].S1C(=CC=C1)NC(=O)N(CC[NH3+])C